ClC(=C=CC)Cl dichloro-2,3-butadiene